NC1=C2C(=NC=N1)N(N=C2C2=CC=C(C=C2)CNC(C2=C(C=CC(=C2)F)OC)=O)C2CCC(CC2)(C)O N-[[4-[4-amino-1-(4-hydroxy-4-methylcyclohexyl)pyrazolo[3,4-d]pyrimidin-3-yl]phenyl]methyl]-5-fluoro-2-methoxy-benzamide